(3R)-3-(3-bromophenyl)butanoylhydrazine BrC=1C=C(C=CC1)[C@@H](CC(=O)NN)C